BrC=1C=C(C=CC1)N(C=1C(=CC=CC1)C1=CC=CC=C1)C1=CC=CC=C1 N-(3-bromophenyl)-N-phenyl-[1,1'-biphenyl]-2-amine